ClC1=CC=C2C(=CNC2=C1)SCC1=NNC(=C1)C1=CC(=C(C=C1)F)F 6-chloro-3-(((5-(3,4-difluorophenyl)-1H-pyrazol-3-yl)methyl)thio)-1H-indole